FC1CN(C1)C1=CC=C(C=C1)C1CN(C1)C(=O)N1C[C@@H]2[C@@H](OCC(N2)=O)CC1 (4aR,8aS)-6-(3-(4-(3-Fluoroazetidin-1-yl)phenyl)azetidine-1-carbonyl)hexahydro-2H-pyrido[4,3-b][1,4]oxazin-3(4H)-one